OC1=C(C(=O)C2=CC=C(C=C2)OCCCC)C=CC(=C1)OC 2-hydroxy-4-methoxy-4'-n-butoxybenzophenone